NC(CCN(NC([C@H](CC1CCCCC1)NC(=O)C=1NC2=CC=CC(=C2C1)OC)=O)C(CCl)=O)=O N-[(1S)-2-[2-(3-amino-3-oxo-propyl)-2-(2-chloroacetyl)hydrazino]-1-(cyclohexylmethyl)-2-oxo-ethyl]-4-methoxy-1H-indole-2-carboxamide